[N+](=O)([O-])C1=C2C(N(C=NC2=CC=C1)CC1=C(C=CC=C1)OC(F)(F)F)=O 5-nitro-3-{[2-(trifluoromethoxy)phenyl]methyl}-3,4-dihydroquinazolin-4-one